8-(6-(4-ethylpiperazin-1-yl)pyridin-3-yl)quinoxalin-6-amine C(C)N1CCN(CC1)C1=CC=C(C=N1)C=1C=C(C=C2N=CC=NC12)N